(Z)-5-((4'-methyl-[1,1'-biphenyl]-3-yl)methylene)-2-thioxothiazolidin-4-one CC1=CC=C(C=C1)C1=CC(=CC=C1)\C=C/1\C(NC(S1)=S)=O